tert-butyl 5-bromo-3,6-dihydro-2H-pyridine-1-carboxylate BrC1=CCCN(C1)C(=O)OC(C)(C)C